N-(4-(6-(((3aR,5s,6aS)-2-((tetrahydro-2H-pyran-4-yl)methyl-d2)octahydrocyclopenta[c]pyrrol-5-yl)amino)pyridazin-3-yl)phenyl)acetamide O1CCC(CC1)C(N1C[C@@H]2[C@H](C1)CC(C2)NC2=CC=C(N=N2)C2=CC=C(C=C2)NC(C)=O)([2H])[2H]